C(C(=C)C)(=O)OCCC1CC2C(CC1)O2 2-(3,4-epoxycyclohexyl)ethyl methacrylate